2-[(4-{6-[(4-chloro-2-fluorobenzyl)oxy]pyridin-2-yl}piperidin-1-yl)methyl]-1-[(1-ethyl-1H-imidazol-5-yl)methyl]-1H-benzimidazole-6-carboxylic acid ClC1=CC(=C(COC2=CC=CC(=N2)C2CCN(CC2)CC2=NC3=C(N2CC2=CN=CN2CC)C=C(C=C3)C(=O)O)C=C1)F